7-(difluoromethoxy)-10-fluoro-2-methyl-1-oxo-1,2,3,6-tetrahydro-3,6-methanobenzo[c]azocin-5-yl trifluoromethanesulfonate FC(S(=O)(=O)OC=1C2C3=C(C(N(C(C1)C2)C)=O)C(=CC=C3OC(F)F)F)(F)F